(5-chloro-2-((1-cyclopropyl-1H-pyrazol-4-yl)amino)pyrimidin-4-yl)benzoic acid ClC=1C(=NC(=NC1)NC=1C=NN(C1)C1CC1)C1=C(C(=O)O)C=CC=C1